BrC1=C(C=O)C=CC(=C1)O 2-bromo-4-hydroxybenzaldehyde